tert-butyl (2S,4R)-2-((2H-1,2,3-triazol-2-yl) methyl)-4-aminopyrrolidine-1-carboxylate N=1N(N=CC1)C[C@H]1N(C[C@@H](C1)N)C(=O)OC(C)(C)C